5-fluoro-2-(pyridin-3-yl)aniline FC=1C=CC(=C(N)C1)C=1C=NC=CC1